5-chloro-N-(3-methoxy-5-(tetrahydro-2H-pyran-4-yl)phenyl)pyrazolo[1,5-a]pyrimidine-3-carboxamide ClC1=NC=2N(C=C1)N=CC2C(=O)NC2=CC(=CC(=C2)C2CCOCC2)OC